N-(4,4-difluoro-cyclohexyl)-5-(trans-2-(tetrahydro-2H-pyran-4-ylamino)-cyclopropyl)thiophene-3-carboxamide FC1(CCC(CC1)NC(=O)C1=CSC(=C1)[C@H]1[C@@H](C1)NC1CCOCC1)F